BrC1=CC=C(CNC(=O)N[C@H](COC(N(CC=2SC=CC2)CC=2SC=CC2)=O)CCCC)C=C1 (2S)-2-{[(4-bromobenzyl) carbamoyl]amino}hexylbis(2-thienylmethyl)carbamate